N-(5-(4-cyanophenyl)-1,3,4-selenadiazol-2-yl)-6-methyl-4-(thiophen-3-yl)nicotinamide C(#N)C1=CC=C(C=C1)C1=NN=C([Se]1)NC(C1=CN=C(C=C1C1=CSC=C1)C)=O